5-[4-[[(3S)-1-(3-Fluoropropyl)pyrrolidin-3-yl]amino]phenyl]-6-[4-(trifluoromethylsulfanyl)phenyl]-8,9-dihydro-7H-benzo[7]annulen-2-ol FCCCN1C[C@H](CC1)NC1=CC=C(C=C1)C1=C(CCCC2=C1C=CC(=C2)O)C2=CC=C(C=C2)SC(F)(F)F